BrC1=C2C=C(N(C2=CC=C1)CC(F)(F)F)C(=NO)N 4-bromo-N'-hydroxy-1-(2,2,2-trifluoroethyl)indole-2-carboxamidine